(+/-)-(1s,3s)-3-((2-cyano-6-(5-(hydroxymethyl)-1-methyl-1h-pyrazol-4-yl)pyridin-3-yl)oxy)cyclohexane-1-carboxylic acid isopropyl ester C(C)(C)OC(=O)[C@@H]1C[C@H](CCC1)OC=1C(=NC(=CC1)C=1C=NN(C1CO)C)C#N |r|